6-bromohexyl 2-hexyldecanoate C(CCCCC)C(C(=O)OCCCCCCBr)CCCCCCCC